C(C)C1=NOC=2C=3N(C[C@@H](C21)C)N=C(C3)OCC3=CC=CC=C3 Ethyl-(R)-8-(benzyloxy)-4-methyl-4,5-dihydroisoxazolo[5,4-c]pyrazolo[1,5-a]pyridine